FC(F)(F)C=1N=C2N(C=CC=C2N)C1 (trifluoromethyl)imidazo[1,2-a]pyridin-8-amine